CN(CC(=O)O)C1=NC2=CC=C(C=C2C(=C1)C1=CC=CC=C1)CCC1=CC=C(C=C1)C 2-[methyl({6-[2-(4-methylphenyl)ethyl]-4-phenylquinolin-2-yl})amino]acetic acid